(E)-2-((1-(2,7-dimethyl-1-oxo-3-styryl-1,2-dihydroisoquinolin-5-yl)ethyl)amino)benzoic acid CN1C(C2=CC(=CC(=C2C=C1\C=C\C1=CC=CC=C1)C(C)NC1=C(C(=O)O)C=CC=C1)C)=O